rac-2-(5-(8-methoxy-[1,2,4]triazolo[1,5-a]pyridin-6-yl)-4-(2,2,2-trifluoroethyl)-1H-pyrazol-3-yl)-N-methyl-4,5,6,7-tetrahydrobenzo[d]thiazol-6-amine COC=1C=2N(C=C(C1)C1=C(C(=NN1)C=1SC3=C(N1)CC[C@H](C3)NC)CC(F)(F)F)N=CN2 |r|